5-iodo-1-methyl-1,3-benzodiazol-2-amine IC1=CC2=C(N(C(=N2)N)C)C=C1